Methyl (((cis-3-(2-amino-6-methoxy-9H-purin-9-yl)cyclobutyl)methoxy)(2-chlorophenoxy)phosphoryl)-L-alaninate NC1=NC(=C2N=CN(C2=N1)[C@H]1C[C@H](C1)COP(=O)(OC1=C(C=CC=C1)Cl)N[C@@H](C)C(=O)OC)OC